7-(2-((6-chloroisoindolin-5-yl)amino)-5-(trifluoromethyl)pyrimidin-4-yl)-4-methyl-3,4-dihydrothieno[2,3-f][1,4]thiazepin-5(2H)-one 1,1-dioxide ClC1=C(C=C2CNCC2=C1)NC1=NC=C(C(=N1)C1=CC2=C(C(N(CCS2(=O)=O)C)=O)S1)C(F)(F)F